N1(CC[C@H]2NCCC[C@H]21)C(=O)OC(C)(C)C tert-butyl (3aR,7aR)-2,3,3a,4,5,6,7,7a-octahydropyrrolo[3,2-b]pyridine-1-carboxylate